COC1=C(C(/C=C/C2=CC(=C(C=C2)O)O)=O)C=CC=C1 2'-Methoxy-3,4-dihydroxychalcone